C(C1=CC=CC=C1)OC(=O)N[C@@H](CCC(N)=O)C(=O)NCC(=O)O N-Benzyloxycarbonyl-L-glutaminylglycine